FC1=C(C(=O)C2=NNC3=NC=C(C=C32)C3=CC=C(C(=O)N)C=C3)C(=CC=C1NS(=O)(=O)CCC)F 4-(3-(2,6-Difluoro-3-(propylsulfonamido)benzoyl)-1H-pyrazolo[3,4-b]pyridin-5-yl)benzamid